(+)-succinic acid C(CCC(=O)O)(=O)O